BrCC(=O)OC(CCC)(CCC)C 4-methylheptan-4-yl 2-bromoacetate